OC1(C(C1)CCN1C(N(C=2N=CN(C2C1=O)C)C)=O)C 1-(2-(2-hydroxy-2-methylcyclopropyl)ethyl)-3,7-dimethyl-1H-purine-2,6(3H,7H)-dione